di(2,4-di-tert-butylphenyl)pentaerythritol diphosphite OP(O)OP(O)O.C(C)(C)(C)C1=C(C=CC(=C1)C(C)(C)C)C(O)(C(CO)(CO)CO)C1=C(C=C(C=C1)C(C)(C)C)C(C)(C)C